4-(3-fluoro-6-methyl-cyclohexen-1-yl)but-3-en-2-one tert-butyl-6-[[5-(trifluoromethylsulfanyl)-2-pyridyl]methylene]-2-azaspiro[3.3]heptane-2-carboxylate C(C)(C)(C)OC(=O)N1CC2(C1)CC(C2)=CC2=NC=C(C=C2)SC(F)(F)F.FC2C=C(C(CC2)C)C=CC(C)=O